[(3R,4S)-2-(3-benzoyl-5-iodo-2,4-dioxo-pyrimidin-1-yl)-4-[bis(4-methoxyphenyl)-phenyl-methoxy]tetrahydrofuran-3-yl] benzoate C(C1=CC=CC=C1)(=O)O[C@H]1C(OC[C@@H]1OC(C1=CC=CC=C1)(C1=CC=C(C=C1)OC)C1=CC=C(C=C1)OC)N1C(N(C(C(=C1)I)=O)C(C1=CC=CC=C1)=O)=O